(E)-3-(2-((4-(6-((4-chloro-2-fluorobenzyl)oxy)pyridin-2-yl)piperidin-1-yl)methyl)-1-(oxetan-2-ylmethyl)-1H-imidazol-5-yl)acrylate ClC1=CC(=C(COC2=CC=CC(=N2)C2CCN(CC2)CC=2N(C(=CN2)/C=C/C(=O)[O-])CC2OCC2)C=C1)F